tristyryl-phenol sulphate S(=O)(=O)(O)OC1=C(C(=C(C=C1)C=CC1=CC=CC=C1)C=CC1=CC=CC=C1)C=CC1=CC=CC=C1